4-[(1E)-3-(2-fluoroethyl)-3-methyltriaz-1-en-1-yl]-1H-imidazole-5-carboxamide FCCN(/N=N/C=1N=CNC1C(=O)N)C